N12CCCNC2C=CC1 1,5-diazabicyclo[4.3.0]non-7-ene